[C@H]12CC(C[C@H](CC1)N2)N(C2=CC=C(N=N2)C2=C(C=C(C=C2)C=2C=NNC2)O)C 2-(6-(((1R,3R,5S)-8-azabicyclo[3.2.1]octan-3-yl)(methyl)amino)pyridazin-3-yl)-5-(1H-pyrazol-4-yl)phenol